FC1=CC(=C(C(=C1)C1=CC(=NC=C1)OC)NC=1OC(CN1)(C(=O)O)C1=NOC=C1)C(C)C 2-((4-fluoro-2-isopropyl-6-(2-methoxypyridin-4-yl)phenyl)amino)-5-(isoxazol-3-yl)-4,5-dihydro-oxazole-5-carboxylic acid